BrC=1C(=C(C=CC1)C(C)=O)O 1-(3-Bromo-2-hydroxyphenyl)ethan-1-one